[Br-].C1(=C(C=CC=C1)C[N+](CCCNS(=O)(=O)CCC(C(C(C(C(C(F)(F)F)(F)F)(F)F)(F)F)(F)F)(F)F)(C)C)C[N+](CCCNS(=O)(=O)CCC(C(C(C(C(C(F)(F)F)(F)F)(F)F)(F)F)(F)F)(F)F)(C)C.[Br-] N,N'-(1,2-phenylenebis(methylene))bis(N,N-dimethyl-3-((3,3,4,4,5,5,6,6,7,7,8,8,8-tridecafluorooctyl)sulfonamido)propan-1-aminium) bromide